ClC=1C(=C(C=CC1F)[C@H](NC(=O)[C@H]1NC(NC1)=O)C=1C=NC(=NC1)C(F)(F)F)F (S)-N-((R)-(3-chloro-2,4-difluorophenyl)(2-(trifluoromethyl)pyrimidin-5-yl)methyl)-2-oxoimidazolidine-4-carboxamide